ClC=1C(=CC=C2C=CC=NC12)SC1=NNC2=NC(=CN=C21)N2CCC(CC2)(C)CN (1-(3-((8-chloroquinolin-7-yl)thio)-1H-pyrazolo[3,4-b]pyrazin-6-yl)-4-methylpiperidin-4-yl)methanamine